N-[2-fluoro-4-(1-methylpyrazol-3-yl)oxy-phenyl]-6-(3-piperidyl)quinazolin-4-amine FC1=C(C=CC(=C1)OC1=NN(C=C1)C)NC1=NC=NC2=CC=C(C=C12)C1CNCCC1